8-(5-((2-(4-methylpiperazin-1-yl)pyridin-4-yl)amino)-1H-pyrrolo[2,3-b]pyridin-3-yl)-3,4-dihydrobenzo[f][1,4]oxazepin-5(2H)-one CN1CCN(CC1)C1=NC=CC(=C1)NC=1C=C2C(=NC1)NC=C2C2=CC1=C(C(NCCO1)=O)C=C2